tert-butyl (cis-4-((4-([1,1'-biphenyl]-3-yl)-5-chloropyrimidin-2-yl)amino)cyclohexyl)carbamate C1(=CC(=CC=C1)C1=NC(=NC=C1Cl)N[C@H]1CC[C@H](CC1)NC(OC(C)(C)C)=O)C1=CC=CC=C1